FC1(CC(C1)C(=O)NCCCNC1=NC(=NC=C1C(F)(F)F)NC1=NN(N=C1C)C1CCN(CC1)C)F 3,3-difluoro-N-(3-((2-((5-methyl-2-(1-methylpiperidin-4-yl)-2H-1,2,3-triazol-4-yl)amino)-5-(trifluoromethyl)pyrimidin-4-yl)amino)propyl)cyclobutane-1-carboxamide